CC1=CC=C(C=C1)S(=O)(=O)[O-].C(C)OC(=O)[C@@H]1CC2(OCCO2)CC[C@@H]1[NH2+][C@@H](C)C1=CC=CC=C1 (7R,8S)-7-(Ethoxycarbonyl)-N-((S)-1-phenylethyl)-1,4-dioxaspiro[4.5]decan-8-aminium 4-methylbenzenesulfonate